N-[1-[4-[(E)-[(Z)-[3-(2-isopropylphenyl)-4-oxo-thiazolidin-2-ylidene]hydrazono]methyl]-2-methyl-phenyl]-3-methyl-pyrazol-4-yl]-4-(trifluoromethoxy)benzamide C(C)(C)C1=C(C=CC=C1)N1/C(/SCC1=O)=N/N=C/C1=CC(=C(C=C1)N1N=C(C(=C1)NC(C1=CC=C(C=C1)OC(F)(F)F)=O)C)C